[N-](S(=O)(=O)C(F)(F)F)S(=O)(=O)C(F)(F)F.C(CCC)N1C(=[N+](C=C1)C)C 1-butyl-2,3-dimethylimidazolium bis(trifluoromethylsulphonyl)imide